NC=1C=2N(C(=CN1)C1=CCC(CC1)N)C(=NC2C2=CC=C(C1=CC=CC=C21)NC(NC2=CC(=C(C=C2)Cl)C(F)(F)F)=O)C 3-{4-[8-amino-5-(4-aminocyclohex-1-en-1-yl)-3-methylimidazo[1,5-a]pyrazin-1-yl]naphthalen-1-yl}-1-[4-chloro-3-(trifluoromethyl)phenyl]urea